7,8,9,10-tetrahydrobenzo[a]pyrene C1=CC=C2C=CC=3C=C4C(=C5C=CC1=C2C53)CCCC4